2-((3-(1-(4-methoxyphenyl)cyclopropyl)-1,2,4-oxadiazol-5-yl)methyl)acrylic acid COC1=CC=C(C=C1)C1(CC1)C1=NOC(=N1)CC(C(=O)O)=C